4-methyl-5-((7-methyl-8-oxo-9-(tetrahydro-2H-pyran-4-yl)-8,9-dihydro-7H-purin-2-yl)amino)picolinamide CC1=CC(=NC=C1NC1=NC=C2N(C(N(C2=N1)C1CCOCC1)=O)C)C(=O)N